2-[4-(2-Amino-[1,2,4]triazolo[1,5-a]pyridin-7-yl)pyrazol-1-yl]-N-[4-[2-(dimethylamino)ethoxy]phenyl]acetamide NC1=NN2C(C=C(C=C2)C=2C=NN(C2)CC(=O)NC2=CC=C(C=C2)OCCN(C)C)=N1